C(C1=CC=CC=C1)C1=CC=C(C=N1)C1=C(N=C2N1C=CC=C2)C2=CC=C(C=C2)Cl 3-(6-Benzylpyridin-3-yl)-2-(4-chlorophenyl)imidazo[1,2-a]pyridin